C(C)(C)(C)OC(=O)N1CCN(CC1)C1=CC=C2C(N(C(=NC2=C1)C1=CC=C(C=C1)C#N)C1=CC=C(C=C1)F)=O 4-(2-(4-Cyanophenyl)-3-(4-fluorophenyl)-4-oxo-3,4-dihydro-quinazolin-7-yl)piperazine-1-carboxylic acid tert-butyl ester